1-butyl-N-(2,6-dimethylphenyl)-1H-pyrrolo[2,3-b]pyridine-6-amine C(CCC)N1C=CC=2C1=NC(=CC2)NC2=C(C=CC=C2C)C